2-((R)-1,2-dihydroxypropan-2-yl)-N'-((2,4,5,6-tetrahydro-1H-cyclobuta[f]inden-3-yl)carbamoyl)thiazole-5-sulfonimidamide OC[C@@](C)(O)C=1SC(=CN1)S(=O)(N)=NC(NC1=C2C(=CC=3CCCC13)CC2)=O